1-benzothiophene-2-yl-isoquinolineacetaldehyde ((triphenylphosphaneylidene) acetate) C1(=CC=CC=C1)P(C1=CC=CC=C1)(C1=CC=CC=C1)=CC(=O)O.S1C(=CC2=C1C=CC=C2)C2(NC=CC1=CC=CC=C21)CC=O